(6-amino-5-methyl-3-pyridyl)-2-[(2S,5R)-2-(2H-indazol-4-yl)-5-methyl-1-piperidyl]-2-oxo-acetamide NC1=C(C=C(C=N1)NC(C(=O)N1[C@@H](CC[C@H](C1)C)C=1C2=CNN=C2C=CC1)=O)C